Phosphonium Sulfate S(=O)(=O)([O-])[O-].[PH4+].[PH4+]